C(CCC)PC1=C(C(=C(C(=C1C1=C(C=C(C=C1C(C)C)C(C)C)C(C)C)C)C)C)C butyl-[2,3,4,5-tetramethyl-6-(2,4,6-triiso-propylphenyl)phenyl]phosphane